methyl (1RS,2RS)-2-((6-methyl-2-(((R)-6-oxohexan-2-yl)oxy)pyridin-3-yl)thio)cyclopentane-1-carboxylate CC1=CC=C(C(=N1)O[C@H](C)CCCC=O)S[C@H]1[C@H](CCC1)C(=O)OC |&1:16,17|